4-(8-Fluoro-1,2-dihydro-2-oxoquinazolin-3(4H)-yl)-N-(1-(4-(2-fluorophenyl)piperazin-1-yl)-3-(7-methyl-1H-indazol-5-yl)-1-oxopropan-2-yl)piperidine-1-carboxamide FC=1C=CC=C2CN(C(NC12)=O)C1CCN(CC1)C(=O)NC(C(=O)N1CCN(CC1)C1=C(C=CC=C1)F)CC=1C=C2C=NNC2=C(C1)C